(3R,3'R)-1,1'-((((2,2'-Dichloro-[1,1'-biphenyl]-3,3'-diyl)bis(azandiyl))bis(1,7-naphthyridin-8,3-diyl))bis(methylen))bis(pyrrolidin-3-ol) ClC1=C(C=CC=C1NC=1N=CC=C2C=C(C=NC12)CN1C[C@@H](CC1)O)C1=C(C(=CC=C1)NC=1N=CC=C2C=C(C=NC12)CN1C[C@@H](CC1)O)Cl